allyloxy nonylphenoxypropyl ether sulfate S(=O)(=O)(O)O.C(CCCCCCCC)C(CCOOCC=C)OC1=CC=CC=C1